ethyl 2-[5-chloro-6-(3,5-dichlorophenyl)pyrimidine-4-carbonyl]-3-(dimethylamino)prop-2-enoate ClC=1C(=NC=NC1C1=CC(=CC(=C1)Cl)Cl)C(=O)C(C(=O)OCC)=CN(C)C